N1(CCCC1)C(=O)C=1C(=NC=C(C1)C(F)(F)F)N1CCN(CC1)C(=O)C1CC(C1)NC(OC(C)(C)C)=O Tert-butyl ((1R,3R)-3-(4-(3-(pyrrolidine-1-carbonyl)-5-(trifluoromethyl)pyridin-2-yl)piperazine-1-carbonyl)cyclobutyl)carbamate